C(C)(=O)C1C2(C(C3C(C(C(C1C3)([N+](=O)[O-])[N+](=O)[O-])C2)C(C)=O)([N+](=O)[O-])[N+](=O)[O-])C=CC(=O)ONCCCNCN=C=O 2,6-diacetyl-2,6-diaza-4,4,8,8-tetranitroadamantaneacryloyloxy-n-hexyl isocyanate